C(C)(C)(C)C1=CC(=CC=2C3=CC(=CC(=C3C(C12)=O)C(C)(C)C)C(C)(C)C)C(C)(C)C 1,3,6,8-tetra-tert-butyl-9H-fluoren-9-one